Diethyl 2-acetylpentanedioate C(C)(=O)C(C(=O)OCC)CCC(=O)OCC